ClC1=C(C=CC=C1)SCCC(=O)N1CC2=CC=CC=C2C1 3-[(2-chlorophenyl)sulfanyl]-1-(1,3-dihydro-2H-isoindol-2-yl)propan-1-one